ClC=1C=C2CC(CC2=CC1)N1C(C2=CC(=CC(=C2C1)C(=C)OCC)C)=O 2-(5-chloro-2,3-dihydro-1H-inden-2-yl)-4-(1-ethoxyvinyl)-6-methylisoindolin-1-one